C(C)OC(=O)C1=CN=C(O1)N1CCN(CC1)C(=O)OC(C)(C)C.COC1=C(C=CC(=C1)[N+](=O)[O-])C1=CC=NC=C1 4-(2-methoxy-4-nitrophenyl)pyridine ethyl-2-(4-(tert-butoxycarbonyl)piperazin-1-yl)oxazole-5-carboxylate